CC1=C2C3(O2)C(C3(C)C)CC1 epoxycarene